3-(1-(2,6-diisopropylphenyl)-1H-imidazol-2-yl)-N-(3-(isoquinolin-1-yl)phenyl)-N-phenylaniline C(C)(C)C1=C(C(=CC=C1)C(C)C)N1C(=NC=C1)C=1C=C(N(C2=CC=CC=C2)C2=CC(=CC=C2)C2=NC=CC3=CC=CC=C23)C=CC1